tert-butyl N-[(tert-butoxy)carbonyl]-(5-chloro-7-(2-(((2-(pyrrolidin-1-yl)quinolin-7-yl)oxy)methyl)thiazol-4-yl)-7H-pyrrolo[2,3-d]pyrimidin-4-yl)carbamate C(C)(C)(C)OC(=O)N(C(OC(C)(C)C)=O)C=1C2=C(N=CN1)N(C=C2Cl)C=2N=C(SC2)COC2=CC=C1C=CC(=NC1=C2)N2CCCC2